N-(5-(2-(1-oxa-7-azaspiro[4.4]non-7-yl)acetamido)-2-methylpyridin-3-yl)-2-(1-methyl-1H-pyrazol-4-yl)pyrazolo[5,1-b]thiazole-7-carboxamide O1CCCC12CN(CC2)CC(=O)NC=2C=C(C(=NC2)C)NC(=O)C=2C=NN1C2SC(=C1)C=1C=NN(C1)C